BrC=1C(=NC(=CC1)C(F)(F)F)OC 3-bromo-2-methoxy-6-(trifluoromethyl)pyridine